ClC=1C=C(C(=NC1)F)[C@@]1([C@H](CN(CC1)C(CCCNC(OC(C)(C)C)=O)=O)C)F tert-butyl N-{4-[(3S,4R)-4-(5-chloro-2-fluoropyridin-3-yl)-4-fluoro-3-methylpiperidin-1-yl]-4-oxobutyl}-carbamate